COC(C1=CC=C(C=C1)N1N=NC2=C1C=CC(=C2)C(=O)N2CCC(CC2)(F)F)=O.C2(=C(C=CC=C2)[B-](C2=C(C=CC=C2)C)(C2=C(C=CC=C2)C)C2=C(C=CC=C2)C)C.C(CCCCCCCCCCCCCCCCC)[NH2+]CCCCCCCCCCCCCCCCCC dioctadecylammonium tetrakis(o-tolyl)borate methyl-4-(5-(4,4-difluoropiperidine-1-carbonyl)-1H-benzo[d][1,2,3]triazol-1-yl)benzoate